FC(C=1C=C(C=CC1)NC(N(CC1=NNC(=C1)C(F)(F)F)C12CC(C1)(C2)OC)=O)F (3-(Difluoromethyl)phenyl)-1-(3-methoxybicyclo[1.1.1]pent-1-yl)-1-((5-(trifluoromethyl)-1H-pyrazol-3-yl)methyl)urea